NCCC[Si](OC(C)C)(OC(C)C)OC(C)C gamma-aminopropyl-triisopropoxysilane